FC(C1=NC=CC(=C1)C1=CC(=C(OC[C@](CC(C)C)(N)C)C=C1)I)F (S)-1-(4-(2-(difluoromethyl)pyridin-4-yl)-2-iodophenoxy)-2,4-dimethylpentane-2-Amine